N1=C(C=CC=C1)CCN 2-(pyridin-2-yl)ethylamine